1,19-nonadecanediol C(CCCCCCCCCCCCCCCCCCO)O